C(C)C=1N=C2N(C=C(C=C2)N2CCN(CC2)C(=O)C2N(CCC2)C(=O)OC(C)(C)C)C1N(C)C=1SC=C(N1)C1=CC=C(C=C1)F tert-butyl 2-(4-(2-ethyl-3-((4-(4-fluorophenyl)thiazol-2-yl)(methyl)amino) imidazo[1,2-a]pyridin-6-yl)piperazine-1-carbonyl)pyrrolidine-1-carboxylate